5-(3,4-dichlorophenyl)thieno[2,3-d]pyrimidine ClC=1C=C(C=CC1Cl)C1=CSC=2N=CN=CC21